C(C)OC(CC(C1=CC2=C(N(N=N2)C)C(=C1)OC)C1=C2CCN(CC2=CC=C1)C(C1=C(C=C(C=C1)C(F)(F)F)Cl)=O)=O (l)-3-[2-(2-chloro-4-trifluoromethylbenzoyl)-1,2,3,4-tetrahydroisoquinolin-5-yl]-3-(7-methoxy-1-methyl-1H-benzo[d][1,2,3]triazol-5-yl)propionic acid ethyl ester